FC=1C=C2C(=NC1)NC=C2C=2N=C(C1=C(N2)NC=C1)NC1C(C2CCC1CC2)C(=O)O (+/-)-trans-3-((2-(5-fluoro-1H-pyrrolo[2,3-b]pyridin-3-yl)-7H-pyrrolo[2,3-d]pyrimidin-4-yl)amino)bicyclo[2.2.2]octane-2-carboxylic acid